C(C)(=O)C1=CC=C(C=C1)NC(=O)NC1=CC=C(C=C1)C=1SC2=C(N1)C=CC=C2 1-(4-acetylphenyl)-3-[4-(1,3-benzothiazol-2-yl)phenyl]urea